(1s,3s)-3-(3-bromophenyl)-3-(4-methyl-4H-1,2,4-triazol-3-yl)cyclobutan-1-ol BrC=1C=C(C=CC1)C1(CC(C1)O)C1=NN=CN1C